3-epoxybutanol C1C(C(C)O)O1